tert-butyl 8-[6-(fluoromethoxy)-7-methoxy-quinazolin-4-yl]-2,8-diazaspiro[4.5]decane-2-carboxylate FCOC=1C=C2C(=NC=NC2=CC1OC)N1CCC2(CCN(C2)C(=O)OC(C)(C)C)CC1